Ethyl 6-(2-fluorophenyl)-5,7-dihydroxypyrazolo[1,5-a]pyrimidine-3-carboxylate FC1=C(C=CC=C1)C=1C(=NC=2N(C1O)N=CC2C(=O)OCC)O